C1(CC1)C#CC1C2C(N(C1)C(C=O)(C1CCCCC1)NC(C1=CC=C(C=C1)C=1N=C(SC1F)N1CCN(CC1)C)=O)C(CO2)=O N-[1-(6-(cyclopropylethynyl)-3-oxo-hexahydro-furo[3,2-b]pyrrol-4-yl)-1-cyclohexyl-2-oxo-ethyl]-4-[5-fluoro-2-(4-methyl-piperazin-1-yl)-thiazol-4-yl]-benzamide